NC1=CC=C(OC2=C(C=C(C=C2C(F)(F)F)C(C(F)(F)F)(C(F)(F)F)C2=CC(=C(C(=C2)C(F)(F)F)OC2=CC=C(C=C2)N)C(F)(F)F)C(F)(F)F)C=C1 2,2-bis[4-(4-aminophenoxy)-3,5-ditrifluoromethylphenyl]hexafluoropropane